O=C1N(C(C=C1)=O)CCC(=O)N[C@H](C(=O)N[C@H](C(=O)NC1=CC=C(CNC(OC(C)(C)C)=O)C=C1)C)C(C)C tert-butyl (4-((S)-2-((S)-2-(3-(2,5-dioxo-2,5-dihydro-1H-pyrrol-1-yl)propanamido)-3-methylbutanamido)propanamido)benzyl)carbamate